N-(2-(dimethylamino)ethyl)-4-(8-hydroxyquinolin-6-yl)benzamide CN(CCNC(C1=CC=C(C=C1)C=1C=C2C=CC=NC2=C(C1)O)=O)C